2-(4-((2-((2-(4-(trifluoromethoxy)phenyl)-1H-benzo[d]imidazol-1-yl)methyl)benzyl)oxy)pyridin-2-yl)acetic acid FC(OC1=CC=C(C=C1)C1=NC2=C(N1CC1=C(COC3=CC(=NC=C3)CC(=O)O)C=CC=C1)C=CC=C2)(F)F